[Si](C)(C)(C(C)(C)C)OC[C@@H]1N([C@@H](C[C@@H]1N(S(=O)(=O)C)CC1=CC=C(C=C1)OC)COC)C(=O)OCCCl 2-chloroethyl (2R,3S,5S)-2-(((tert-butyldimethylsilyl)oxy)methyl)-3-(N-(4-methoxybenzyl)methylsulfonamido)-5-(methoxymethyl)pyrrolidine-1-carboxylate